(R)-2-amino-4-(2-methoxypropoxy)phenol NC1=C(C=CC(=C1)OC[C@@H](C)OC)O